NC1=CC=C(C=C1)N1NN(CC(=C1)C1=CC=C(C=C1)N)C1=CC=C(C=C1)N 1,3,5-tri-(4-aminophenyl)triazine